OCCC(C(C#N)C1=CC=CC=C1)C1=CC=C(C=C1)OC1=CC=CC=C1 5-hydroxy-3-(4-phenoxyphenyl)-2-phenylpentanenitrile